[Si](C)(C)(C(C)(C)C)OCC=1C=2N(C=C(N1)C)C=C(N2)NC(OC(C)(C)C)=O tert-butyl N-[8-[[tert-butyl(dimethyl)silyl]oxymethyl]-6-methyl-imidazo[1,2-a]pyrazin-2-yl]carbamate